CC(CCCCC)C dimethylhexan